SCC1=CC=C(C=C1)N=C=O 4-mercaptomethylphenyl isocyanate